ClCCCl C1,2-dichloroethane